C(C1=CC=CC=C1)N(S(=O)(=O)C=1C=CC2=C(C=CO2)C1)C#CC=1C(=C(C(=O)[O-])C=CC1)N1C=CC=C1.[Li+] Lithium 3-((N-benzylbenzofuran-5-sulfonamido)ethynyl)-2-(1H-pyrrol-1-yl)benzoate